tetrahydrofurfuryl acrylate diethylaminoethyl-acrylate C(C)N(CC)CCOC(C=C)=O.C(C=C)(=O)OCC1CCCO1